(3-phenyl-2-azetidinyl)methanol C1(=CC=CC=C1)C1C(NC1)CO